7-(2,7-dichloro-8-fluoropyrido[4,3-d]pyrimidin-4-yl)-3,7-diazabicyclo[3.3.1]nonane-3-carboxylic acid tert-butyl ester C(C)(C)(C)OC(=O)N1CC2CN(CC(C1)C2)C=2C1=C(N=C(N2)Cl)C(=C(N=C1)Cl)F